3-(2-methoxyEthyl)-3H-imidazo(4,5-b)pyridine-5-carboxylic acid methyl ester COC(=O)C1=CC=C2C(=N1)N(C=N2)CCOC